BrC1=C(SC=2N=CN=C(C21)O[C@@H](C(=O)OCC)CC2=C(C=CC(=C2)OCCO[Si](C)(C)C(C)(C)C)OCC2=NC(=NC=C2)C2=C(C=CC=C2)OC)C2=CC=C(C=C2)F (R)-ethyl 2-((5-bromo-6-(4-fluorophenyl)thieno[2,3-d]pyrimidin-4-yl)oxy)-3-(5-(2-((tert-butyldimethylsilyl)oxy)ethoxy)-2-((2-(2-methoxyphenyl)pyrimidin-4-yl)methoxy)phenyl)propanoate